tert-butyl (1-(3-(6-(2-(2,6-dioxopiperidin-3-yl)-1,3-dioxoisoindolin-4-yl)-2,6-diazaspiro[3.3]heptan-2-yl)propanoyl)piperidin-4-yl)carbamate O=C1NC(CCC1N1C(C2=CC=CC(=C2C1=O)N1CC2(CN(C2)CCC(=O)N2CCC(CC2)NC(OC(C)(C)C)=O)C1)=O)=O